ClC=1C=C(C=C(C1)F)C1=NOC(C1)(C(=O)N[C@H]1C=C[C@H](C1)C(=O)Cl)C(F)(F)F (1S,4R)-4-[[3-(3-chloro-5-fluoro-phenyl)-5-(trifluoromethyl)-4H-isoxazole-5-carbonyl]amino]cyclopent-2-ene-1-carboxylic acid chloride